ClC1=CN(NC=C1OCC1=CC=C(C=C1)COCCO)C(C)C 4-chloro-5-((4-((2-hydroxyethoxy)methyl)benzyl)oxy)-2-isopropylpyridazin